(S)-N-(4-(3-Aminopiperidin-1-yl)-5-(1-(2,2,2-trifluoroethyl)-1H-pyrazol-4-yl)pyridin-2-yl)-1-isopropyl-3-methyl-1H-pyrazolo[3,4-b]pyridin-6-amine N[C@@H]1CN(CCC1)C1=CC(=NC=C1C=1C=NN(C1)CC(F)(F)F)NC1=CC=C2C(=N1)N(N=C2C)C(C)C